ClC1=C(C=CC=C1)N1CCN(CC1)CCCN1C=C(C2=CC=CC=C12)C(C(=O)O)CC (1-{3-[4-(2-chloro-phenyl)-piperazin-1-yl]-propyl}-1H-indol-3-yl)-butyric acid